C1(CC1)CN1C(=CC2=CC=CC=C12)C1=NC2=C(N1CC=1C=NNC1)C(=CC(=C2)C(=O)N2C[C@@H](C[C@H](C2)F)N)OC (3R,5R)-1-{2-[1-(cyclopropylmethyl)-1H-indol-2-yl]-7-methoxy-1-[(1H-pyrazol-4-yl)methyl]-1H-1,3-benzodiazole-5-carbonyl}-5-fluoropiperidin-3-amine